C(C=C)(=O)N1C2=CC=CC=C2C=2C=C(C=CC12)C(=O)O 9-(prop-2-enoyl)-9H-carbazole-3-carboxylic acid